6-nitro-9H-carbazole [N+](=O)([O-])C=1C=C2C=3C=CC=CC3NC2=CC1